2,3-dichloro-6-hydroxy-6,7-dihydro-1H,5H-pyrazolo[1,2-a]pyrazol-1-one ClC1=C(N2N(CC(C2)O)C1=O)Cl